C(C)OC(=O)C1=C(C=2N(N=C1)C=C(N2)Cl)O 2-chloro-8-hydroxyimidazo[1,2-b]pyridazine-7-carboxylic acid ethyl ester